(E)-3-(2,2-difluorobenzo[d][1,3]dioxol-5-yl)-1-(4-(5-(1-hydroxycyclopropyl)nicotinoyl)piperazin-1-yl)prop-2-en-1-one FC1(OC2=C(O1)C=CC(=C2)/C=C/C(=O)N2CCN(CC2)C(C2=CN=CC(=C2)C2(CC2)O)=O)F